FC=1C=CC(=C(C1)[C@@H]1C2=C(NC(=C1C(=O)OC)CF)COC2=O)C(F)(F)F |r| Racemic-methyl 4-(5-fluoro-2-(trifluoromethyl)phenyl)-2-(fluoromethyl)-5-oxo-1,4,5,7-tetrahydrofuro[3,4-b]pyridine-3-carboxylate